diethylmethyl-[3-(2-methylprop-2-enamido)propyl]ammonium chloride [Cl-].C(C)[N+](CCCNC(C(=C)C)=O)(C)CC